CN1CC(CC1)OC=1C(=NC=CC1)[N+](=O)[O-] (1-methylpyrrolidin-3-yl)oxy-2-nitropyridine